ClC=1C=C2C=NNC2=C(C1C)B1OC(C(O1)(C)C)(C)C 5-chloro-6-methyl-7-(4,4,5,5-tetramethyl-1,3,2-dioxaborolan-2-yl)-1H-indazole